6-bromo-2-fluoro-3-(hexyloxy)phenol BrC1=CC=C(C(=C1O)F)OCCCCCC